N-[4-(3-Cyanophenyl)-5-(2,6-dimethyl-4-pyridyl)thiazol-2-yl]-7-oxa-2-azaspiro[3.5]nonan-2-carboxamid C(#N)C=1C=C(C=CC1)C=1N=C(SC1C1=CC(=NC(=C1)C)C)NC(=O)N1CC2(C1)CCOCC2